C(C1=CC=CC=C1)O[C@@H]1[C@@H](N(C[C@@H]([C@H]1OCC1=CC=CC=C1)OCC1=CC=CC=C1)CCC1CCCCC1)COCC1=CC=CC=C1 (2S,3R,4R,5S)-3,4,5-tris(benzyloxy)-2-((benzyloxy)methyl)-1-(2-cyclohexylethyl)piperidine